CN1CCN(CC1)CC=1C=CC=NC1 5-((4-methyl-piperazin-1-yl)methyl)pyridin